4-(5-Methylfuran-2-yl)-N8-(6-(morphinanylmethyl)pyridin-2-yl)pyrazolo[1,5-a][1,3,5]Triazine-2,8-diamine CC1=CC=C(O1)C1=NC(=NC=2N1N=CC2NC2=NC(=CC=C2)CC2=CC=CC=1[C@@]34CCCC[C@H]3[C@@H](CC21)NCC4)N